tri-azidotetra(pentafluorophenyl)porphyrin N(=[N+]=[N-])N1C2=C(C(=C1C(=C1C=CC(C(=C3C=CC(=C(C=4C=CC(=C2C2=C(C(=C(C(=C2F)F)F)F)F)N4)C4=C(C(=C(C(=C4F)F)F)F)F)N3)C3=C(C(=C(C(=C3F)F)F)F)F)=N1)C1=C(C(=C(C(=C1F)F)F)F)F)N=[N+]=[N-])N=[N+]=[N-]